C(C)(C)(C)OC(=O)N1C(CN(CC1)C(=O)OCC1=CC=CC=C1)CN1C(C2=CC=CC=C2C1=O)=O 2-((1,3-Dioxoisoindolin-2-yl)methyl)piperazine-1,4-dicarboxylic acid (S)-4-benzyl ester 1-tert-butyl ester